2-(3-Methyl-2-oxo-1,3-benzoxazol-6-yl)-N-(4-phenylbutyl)piperazine-1-carboxamide Benzyl-N-[2-(tert-butoxycarbonylamino)ethyl]-N-[2-oxo-2-(2-oxo-3H-1,3-benzoxazol-6-yl)ethyl]carbamate C(C1=CC=CC=C1)OC(N(CC(C1=CC2=C(NC(O2)=O)C=C1)=O)CCNC(=O)OC(C)(C)C)=O.CN1C(OC2=C1C=CC(=C2)C2N(CCNC2)C(=O)NCCCCC2=CC=CC=C2)=O